4-[6-[(2-fluoro-4-pyridinyl)amino]-1,3-benzothiazol-2-yl]-4-azatricyclo[5.2.1.02,6]dec-8-ene-3,5-dione FC1=NC=CC(=C1)NC1=CC2=C(N=C(S2)N2C(C3C4C=CC(C3C2=O)C4)=O)C=C1